(S)-6-(2-(1-amino-7-(oxazol-2-yl)-7-oxoheptyl)-1H-imidazol-4-yl)-2-ethylisoquinolin-1(2H)-one (2R,3R)-2,3-dihydroxysuccinate O[C@@H](C(=O)O)[C@H](C(=O)O)O.N[C@@H](CCCCCC(=O)C=1OC=CN1)C=1NC=C(N1)C=1C=C2C=CN(C(C2=CC1)=O)CC